C(CC)S(=O)(=O)C1=CC=C(C#N)C=C1 4-(propylsulfonyl)benzonitrile